C(C1=CC=CC=C1)[C@H]1N(CCCCC1(F)F)C1=CC(=CC(N1)=O)N1CCOCC1 (R)-6-(2-benzyl-3,3-difluoroazepan-1-yl)-4-morpholinopyridin-2(1H)-one